7-(8-ethylnaphthalen-1-yl)-N-((5-((methylthio)methyl)-4H-1,2,4-triazol-3-yl)methyl)-2-((tetrahydro-1H-pyrrolizin-7a(5H)-yl)methoxy)-5,6,7,8-tetrahydropyrido[3,4-d]pyrimidin-4-amine C(C)C=1C=CC=C2C=CC=C(C12)N1CC=2N=C(N=C(C2CC1)NCC1=NN=C(N1)CSC)OCC12CCCN2CCC1